3-methyl-5-nitro-4-(2,2,2-trifluoroethoxy)pyridineacryloyl-oxypropylmethyldimethoxysilane CC=1C(=NC=C(C1OCC(F)(F)F)[N+](=O)[O-])C=CC(=O)OCCC[Si](OC)(OC)C